C(C)(C)(C)NC1=NC=C(C(=N1)N[C@H]1C[C@H](CCC1)O)C#N 2-(tert-butylamino)-4-((1R,3S)-3-hydroxycyclohexylamino)pyrimidine-5-carbonitrile